C1(CCCCC1)C1=CC=C(C=C1)C=1[CH-]C=CC1.[CH-]1C=CC=C1.[Fe+2] 2-[4-cyclohexylphenyl]ferrocene